ClC1=CC=C(C=C1)C=1C=2N(C=C(C1)C1=CC=C(C#N)C=C1)C=C(N2)C2=CC=CC=C2 4-(8-(4-chlorophenyl)-2-phenylimidazo[1,2-a]pyridin-6-yl)benzonitrile